((2-(((S)-1-((S)-2-(benzo[d]thiazol-2-ylcarbamoyl)pyrrolidin-1-yl)-3,3-dimethyl-1-oxobutan-2-yl)carbamoyl)benzo[b]thiophen-5-yl)difluoromethyl)phosphonic acid S1C(=NC2=C1C=CC=C2)NC(=O)[C@H]2N(CCC2)C([C@H](C(C)(C)C)NC(=O)C2=CC1=C(S2)C=CC(=C1)C(F)(F)P(O)(O)=O)=O